(biphenyl-4-yl)-(phenyl-d5)amino-1,1':4',1''-terphenyl C1(=CC=C(C=C1)C=1C(=C(C=CC1)C1=CC=C(C=C1)C1=CC=CC=C1)NC1=C(C(=C(C(=C1[2H])[2H])[2H])[2H])[2H])C1=CC=CC=C1